methyl 7-bromo-5-(4-(hydroxymethyl)piperidin-1-yl)-1-oxo-2,3-dihydro-1H-indene-4-carboxylate BrC1=CC(=C(C=2CCC(C12)=O)C(=O)OC)N1CCC(CC1)CO